methyl 2-(4-((tert-butoxycarbonyl)amino)-3-fluorophenoxy)thiazole-4-carboxylate C(C)(C)(C)OC(=O)NC1=C(C=C(OC=2SC=C(N2)C(=O)OC)C=C1)F